N-(4-methyl-3-(4,4,5,5-tetramethyl-1,3,2-dioxaborolan-2-yl)phenyl)thiazole-2-carboxamide CC1=C(C=C(C=C1)NC(=O)C=1SC=CN1)B1OC(C(O1)(C)C)(C)C